N-(2-(2-(4-amino-2-butyl-1H-imidazo[4,5-c]quinolin-1-yl)ethoxy)ethyl)morpholine-4-carboxamide NC1=NC=2C=CC=CC2C2=C1N=C(N2CCOCCNC(=O)N2CCOCC2)CCCC